N[C@H](CCN1CCC(CC1)C(=O)OC)C1=CC=C(C=C1)C1=CNC(C(=C1)F)=O methyl (R)-1-(3-amino-3-(4-(5-fluoro-6-oxo-1,6-dihydropyridin-3-yl)phenyl)propyl)piperidine-4-carboxylate